N-((R)-4,4-difluoro-1-methylpyrrolidin-3-yl)-5-(1-((R)-2-fluoropropyl)-1H-benzo[d][1,2,3]triazol-6-yl)-4-methoxypyrrolo[2,1-f][1,2,4]triazin-2-amine FC1([C@@H](CN(C1)C)NC1=NN2C(C(=N1)OC)=C(C=C2)C=2C=CC1=C(N(N=N1)C[C@@H](C)F)C2)F